FC(C(=O)O)(F)F.NCC1=NC=CC(=C1)S(=O)(=O)N1C[C@H](C[C@@H](C1)C1=CC=CC=C1)C(=O)N1CCS(CC1)(=O)=O trans-(1-((2-(Aminomethyl)pyridin-4-yl)sulfonyl)-5-phenylpiperidin-3-yl)(1,1-dioxidothiomorpholino)methanone 2,2,2-trifluoroacetate